4-[4-cyano-2-({[(2'R,4S)-6-(methylcarbamoyl)-2,3-dihydrospiro[chromene-4,1'-cyclopropan]-2'-yl]carbonyl}amino)phenyl]butanoic acid C(#N)C1=CC(=C(C=C1)CCCC(=O)O)NC(=O)[C@H]1[C@]2(C1)CCOC1=CC=C(C=C12)C(NC)=O